(S)-1'-(3-(1-(2-(trifluoromethyl)phenyl)vinyl)-1H-pyrazolo[3,4-b]pyrazin-6-yl)-1,3-dihydro-spiro[inden-2,4'-piperidin]-1-amine FC(C1=C(C=CC=C1)C(=C)C1=NNC2=NC(=CN=C21)N2CCC1(CC2)[C@@H](C2=CC=CC=C2C1)N)(F)F